methyl-bis(2-hydroxypropyl)amine CN(CC(C)O)CC(C)O